FC(N1N=CC(=C1)N1C(CCC[C@H]1C1=NC2=C(N1[C@H]1CC3=C(N=C(S3)C)CC1)C=CC(=C2)C=2C(=NOC2C)C)=O)F (S)-1-(1-(difluoromethyl)-1H-pyrazol-4-yl)-6-(5-(3,5-dimethylisoxazol-4-yl)-1-((R)-2-methyl-4,5,6,7-tetrahydrobenzo[d]thiazol-6-yl)-1H-benzo[d]imidazol-2-yl)piperidin-2-one